O1CCN(CC1)C(=O)C1CCNCC1 Morpholino(piperidin-4-yl)methanone